4-(((1H-Indol-3-Yl)Methylene)Amino)-5-(Pyridin-4-Yl)-4H-1,2,4-Triazole-3-Thiol N1C=C(C2=CC=CC=C12)C=NN1C(=NN=C1C1=CC=NC=C1)S